3-(2-methylpyrazol-3-yl)-1H-pyrrolo[2,3-b]pyridine CN1N=CC=C1C1=CNC2=NC=CC=C21